Benzyl 3-(methyl ((2-(trimethylsilyl) ethoxy) carbonyl) amino)-4-morpholinyl-4-oxobutyrate CN(C(CC(=O)OCC1=CC=CC=C1)C(=O)N1CCOCC1)C(=O)OCC[Si](C)(C)C